C(CCCCCCC\C=C/C\C=C/CCCCC)(=O)OCC(COC(C=C(CCCCCCCCCC)CCCCCCCCCC)=O)COC(=O)OCCCCN(C)C 3-((3-decyltridec-2-enoyl)oxy)-2-((((4-(dimethylamino)butyloxy)carbonyl)oxy)methyl)propyl (9Z,12Z)-octadeca-9,12-dienoate